2-tert-butyl-2,2'-thiobis(4-methyl-6-tert-butylphenol) C(C)(C)(C)C1(C(C(=CC(=C1)C)C(C)(C)C)O)SC1=C(C(=CC(=C1)C)C(C)(C)C)O